3,7-diethoxyphenothiazine C(C)OC=1C=CC=2NC3=CC=C(C=C3SC2C1)OCC